2-(3-hydroxyphenyl)thiazole-5-carboxylic acid OC=1C=C(C=CC1)C=1SC(=CN1)C(=O)O